CC1(CCC(CC1)CO)C1CCCCC1 methyl-cyclohexyl-4-(hydroxymethyl)cyclohexane